bis(trifluoromethyl-sulfonyl)amine sodium salt [Na].FC(S(=O)(=O)NS(=O)(=O)C(F)(F)F)(F)F